C(C)(C)(C)OC(=O)N[C@@H](C(C)C)C(=O)N[C@@H](C(C)C)C(=O)OCCC=C But-3-en-1-yl (tert-butoxycarbonyl)-L-valyl-L-valinate